3-methacryloyloxy-2-hydroxypropane C(C(=C)C)(=O)OCC(C)O